ClC1=CC(=C(C=C1)C1=NC(=CC=2N=C(N(C(C21)=O)C)C)N2C[C@H](C(CC2)(F)F)C=2C=NN(C2)C)F 5-(4-chloro-2-fluorophenyl)-7-((3R)-4,4-difluoro-3-(1-methyl-1H-pyrazol-4-yl)-1-piperidinyl)-2,3-dimethylpyrido[4,3-d]pyrimidin-4(3H)-one